C(C)O[Si](CCCSC#N)(OCC)OCC Triethoxy-(3-thiocyanatopropyl)silan